C(C1=CC=CC=C1)SC=1C=C(C=2N(C1)C(=CN2)C(=O)O)Br 6-(benzylthio)-8-bromoimidazo[1,2-a]pyridin-3-carboxylic acid